NCCCCNC=1C=CC=2C(N(C(C3=CC=CC1C23)=[Se])CC)=[Se] 6-((4-aminobutyl)amino)-2-ethyl-1H-benzo[de]isoquinoline-1,3(2H)-diselenone